FC(C1=CC=C(OP2(SCCS2)=S)C=C1)(F)F 2-(4-(trifluoromethyl)phenoxy)-1,3,2-dithiaphospholane 2-sulfide